CC(C(=O)O)C1=CC(=CC=C1)C(C1=CC=CC=C1)=O methyl-3-benzoylphenylacetic acid